N-(3-((5-(5,6-difluoropyridin-3-yl)-2-((1-(methyl-d3)-1H-pyrazol-4-yl)amino)pyrimidin-4-yl)amino)-4-fluorophenyl)acrylamide FC=1C=C(C=NC1F)C=1C(=NC(=NC1)NC=1C=NN(C1)C([2H])([2H])[2H])NC=1C=C(C=CC1F)NC(C=C)=O